2-(trifluoromethyl)imidazo[1,2-a]pyrazine-8-ol FC(C=1N=C2N(C=CN=C2O)C1)(F)F